C(C)(C)N1N=C(C=C1C1[C@H]2CC(C[C@@H]12)N1C[C@]2(CCS(C2)(=O)=O)CCC1)C1=NC(=CC=C1)C(F)(F)F (R)-7-((1R,3r,5S,6R)-6-(1-isopropyl-3-(6-(trifluoromethyl)pyridin-2-yl)-1H-pyrazol-5-yl)bicyclo[3.1.0]hexan-3-yl)-2-thia-7-azaspiro[4.5]decane 2,2-dioxide